OC1=CC=C(C=C1)/C=C/C(=O)NCCCN1CCCC1 (2E)-3-(4-hydroxyphenyl)-N-[3-(1-pyrrolidinyl)propyl]-2-propenamide